2-((2-methylene-4-oxo-4-(1-pentylcyclobutoxy)butanoyl)oxy)acetic acid C=C(C(=O)OCC(=O)O)CC(OC1(CCC1)CCCCC)=O